BrC=1C=C2C(=NC1)NC=C2C#CC=2C=NC=CC2C 5-bromo-3-((4-methylpyridin-3-yl)ethynyl)-1H-pyrrolo[2,3-b]pyridine